CC=1OC2=C(N1)C=C(C=C2)CO (2-methylbenzo[d]oxazol-5-yl)methanol